C1CCC2=C(C=CC=C12)N1N=C(C=2C1=NC(=C(C2)F)N)N (2,3-Dihydro-1H-indene-4-yl)-5-fluoro-1H-pyrazolo[3,4-b]pyridine-3,6-diamine